N[C@H](C)C1=CC=C(C=C1)NC1=NC=NC2=CC(=C(C=C12)OCCCN(CCCC)CCCC)OC (R)-4-[4-(1-aminoethyl)phenylamino]-7-methoxy-6-(3-(dibutylamino)propoxy)quinazoline